7-bromo-3-butyl-8-methoxy-2-methyl-2,3,4,5-tetrahydrobenzo[f][1,2,5]thiadiazepine 1,1-dioxide BrC=1C(=CC2=C(NCC(N(S2(=O)=O)C)CCCC)C1)OC